OCCNCC1=CN=C(O1)C(=O)NC=1C(=C(C=CC1)C1=CC=CC=C1)C 5-{[(2-hydroxyethyl)amino]methyl}-N-(2-methylbiphenyl-3-yl)-1,3-oxazole-2-carboxamide